C(\C=C\CCC)(=O)O Trans-2-Hexenoic acid